ClC1=C(C=CC=C1)CC(=O)NC1=CC(=C(C=C1)C=1C=NN(C1)CC1CC1)S(N=CN(C)C)(=O)=O 2-(2-Chlorophenyl)-N-(4-[1-(cyclopropylmethyl)-1H-pyrazol-4-yl]-3-{[(dimethylamino)methylene]sulfamoyl}phenyl)acetamide